FC=1C=C(C=CC1)NC1=C(C(=O)NC2=CC(=NN2C)C(F)(F)F)C=CC=C1 2-((3-Fluorophenyl)amino)-N-(1-methyl-3-(trifluoromethyl)-1H-pyrazol-5-yl)benzamide